ClC1=NC=C(C(=N1)N(C1OCCC1)CC1=CC=C(C=C1)C=1N(C=C(N1)C(F)(F)F)C)OC 2-chloro-5-methoxy-N-(4-(1-methyl-4-(trifluoromethyl)-1H-imidazol-2-yl)benzyl)-N-(tetrahydrofurane-2-yl)pyrimidin-4-amine